CC1(CC1)NC(O[C@H]1C[C@H](CC1)C1=CC(=NN1)NC(CC1=NC=C(N=C1)C)=O)=O (1R,3S)-3-(3-{[(5-meth-ylpyrazin-2-yl)acetyl]-amino}-1H-pyrazol-5-yl)-cyclopentyl (1-methyl-cyclopropyl)carbamate